SCC(CC[Si](OCC)(OCC)OCC)(C)C 4-mercapto-3,3-dimethylbutyltriethoxysilane